ClC=1C(=C2C=NNC2=C(C1F)C(C(=O)N(C)C)C)C=1N=CC=2N(C1)C=C(N2)NC(=O)[C@H]2[C@H](C2)F (1S,2S)-N-(6-(5-chloro-7-(1-(dimethylamino)-1-oxopropan-2-yl)-6-fluoro-1H-indazol-4-yl)imidazo[1,2-a]pyrazin-2-yl)-2-fluorocyclopropane-1-carboxamide